[Br].N1(NCCCCCC1)C1CCCCCCC1 diazabicyclooctane bromine salt